triethylammonioethyl-methacrylate C(C)[N+](CC)(CC)CCOC(C(=C)C)=O